Ethylene glycol bis(Sulfo-Succinimidyl succinate) S(=O)(=O)(O)C(C(=O)O)(CC(=O)O)N1C(CCC1=O)=O.S(=O)(=O)(O)C(C(=O)O)(CC(=O)O)N1C(CCC1=O)=O.C(CO)O